(3'S)-6'-hydroxy-2',2',4',6'-tetramethyl-7'-oxo-2',3',6',7'-tetrahydrospiro[cyclopropane-1,5'-inden]-3'-yl L-prolinate N1[C@@H](CCC1)C(=O)O[C@H]1C(C=C2C(C(C3(C(=C12)C)CC3)(C)O)=O)(C)C